methoxybiphenol COC1=C(C(=CC=C1)O)C=1C(=CC=CC1)O